1-(2-((2-methyl-2-propyl)amino)-5-(methylsulfonyl)benzoyl)-D-prolinamide CC(C)(C)NC1=C(C(=O)N2[C@H](CCC2)C(=O)N)C=C(C=C1)S(=O)(=O)C